CCN1CCOCC1 ethylmorpholine